CN1C=2C=CC(=NC2C(=C(C1=O)C#N)N1CCNCC1)C#N 5-methyl-6-oxo-8-(piperazin-1-yl)-5,6-dihydro-1,5-naphthyridine-2,7-dinitrile